CC(CO)(C(=O)[O-])[NH3+] The molecule is an amino acid zwitterion arising from transfer of a proton from the carboxy to the amino group of 2-methylserine; major species at pH 7.3 It is a tautomer of a 2-methyl-DL-serine.